5-Amino-3-[2-chloro-4-[2-[[3-(2,2-dimethylpropyl)isoxazol-5-yl]amino]-2-oxo-ethyl]phenyl]-1-isopropyl-pyrazole-4-carboxamide NC1=C(C(=NN1C(C)C)C1=C(C=C(C=C1)CC(=O)NC1=CC(=NO1)CC(C)(C)C)Cl)C(=O)N